C(#N)C1=CC=C(C=C1)C1(CCN(CC1)C(=O)C=1C(=CC(=C(C1)NC(=O)NC[C@@H]1OCCC1)C)CC)F (R)-1-(5-(4-(4-cyanophenyl)-4-fluoropiperidine-1-carbonyl)-4-ethyl-2-methylphenyl)-3-((tetrahydrofuran-2-yl)methyl)urea